C(C)OC(C1=NC=CC(=C1NC(CC#N)=O)Br)=O bromo-3-(2-cyanoacetamido)picolinic acid Ethyl ester